2-[6-amino-3,5-dicyano-4-[4-(cyclopropylmethoxy)phenyl]pyridin-2-ylsulfanyl]acetamide NC1=C(C(=C(C(=N1)SCC(=O)N)C#N)C1=CC=C(C=C1)OCC1CC1)C#N